24-[(2,6-difluorophenyl)(hydroxy)methyl]-7-fluoro-5α-cholane-3β,4β-diol FC1=C(C(=CC=C1)F)C(CCC[C@@H](C)[C@H]1CC[C@H]2[C@@H]3C(C[C@H]4[C@H]([C@H](CC[C@]4(C)[C@H]3CC[C@]12C)O)O)F)O